C(C)(C)(C)OC(=O)N1[C@H](CN(CC1)C1=NC=C(N=C1)N)CC (S)-4-(5-Aminopyrazin-2-yl)-2-ethylpiperazine-1-carboxylic acid tert-butyl ester